vinyl-benzoic acid fluorine [F].C(=C)C1=C(C(=O)O)C=CC=C1